4-[(2R)-1-oxo-1-(methanesulfonamido)propan-2-yl]phenyl trifluoromethanesulfonate FC(S(=O)(=O)OC1=CC=C(C=C1)[C@H](C(NS(=O)(=O)C)=O)C)(F)F